valproamide fumarate C(\C=C\C(=O)O)(=O)O.C(C(CCC)CCC)(=O)N